3-(1-phenyl-1H-phenanthro[9,10-d]imidazol-2-yl)-[1,1'-biphenyl]-4-ol C1(=CC=CC=C1)N1C(=NC2=C1C1=CC=CC=C1C=1C=CC=CC12)C=1C=C(C=CC1O)C1=CC=CC=C1